2-(4-chlorophenyl)-N-(4-(4-(5-fluoropyrimidin-2-yl)piperazin-1-yl)phenyl)-2-oxoethylthioamide ClC1=CC=C(C=C1)C(CS[N-]C1=CC=C(C=C1)N1CCN(CC1)C1=NC=C(C=N1)F)=O